COC1=C(C=CC(=C1OC)N1C=NC(=C1)[N+](=O)[O-])C(C)=O 1-(2,3-Dimethoxy-4-(4-nitro-1H-imidazol-1-yl)phenyl)ethanone